1-(2,2-difluoro-2-(1,4-dioxaspiro[4.5]decan-8-yl)ethyl)-9-(trifluoromethyl)-1,2,3,4-tetrahydro-5H-benzofuro[3,2-e][1,4]diazepin-5-one FC(CN1CCNC(C2=C1C1=C(O2)C=CC(=C1)C(F)(F)F)=O)(C1CCC2(OCCO2)CC1)F